N-ethyl-N-methyloctacosane-20,23-dien-10-amine C(C)N(C(CCCCCCCCC)CCCCCCCCCC=CCC=CCCCC)C